methyl 2-((1-(3-(cyclobutylmethyl)-6-methyl-2-morpholino-4-oxo-3,4-dihydroquinazolin-8-yl)ethyl)amino)benzoate C1(CCC1)CN1C(=NC2=C(C=C(C=C2C1=O)C)C(C)NC1=C(C(=O)OC)C=CC=C1)N1CCOCC1